4-amino-1-(2-chloro-4-fluorophenyl)-7-cyclopropylpyrido[2,3-d]pyrimidin-2(1H)-one NC=1C2=C(N(C(N1)=O)C1=C(C=C(C=C1)F)Cl)N=C(C=C2)C2CC2